C(C1=CC=CC=C1)N1CC(C1)(F)C=1C=CC=2C(N(C3=CC=CC1C23)C2C(NC(CC2)=O)=O)=O 3-[5-(1-benzyl-3-fluoro-azetidin-3-yl)-2-oxo-benzo[cd]indol-1-yl]piperidine-2,6-dione